(2-vinyloxy-ethoxy)-ethyl acrylate C(C=C)(=O)OCCOCCOC=C